7-[7-(3-fluoro-phenyl)-5-(4-fluoro-phenyl)-7H-pyrrolo[2,3-d]Pyrimidine-4-oxy]-4-methylcoumarin FC=1C=C(C=CC1)N1C=C(C2=C1N=CN=C2OC2=CC=C1C(=CC(OC1=C2)=O)C)C2=CC=C(C=C2)F